2-(4,4-dimethoxycyclohexyl)-5-nitro-indazol-6-ol COC1(CCC(CC1)N1N=C2C=C(C(=CC2=C1)[N+](=O)[O-])O)OC